N-butyl-cyclohexane CCCCC1CCCCC1